heptadecyl hydroxyethylcarboxylate OCCC(=O)OCCCCCCCCCCCCCCCCC